C1(=CC=CC=C1)NCC1=CN=C(S1)C1=CC=C(C(=O)N)C=C1 4-(5-(phenylaminomethyl)thiazol-2-yl)benzamide